3-[(2-chloro-6-fluorophenyl)methyl]-4-[(4-methoxyphenyl)methyl]-4,5-dihydro-1,2,4-oxadiazol-5-one ClC1=C(C(=CC=C1)F)CC1=NOC(N1CC1=CC=C(C=C1)OC)=O